1-((2-chloro-6,7-dihydrothieno[3,2-d]pyrimidin-4-yl)amino)cyclobutane-1-carboxamide ClC=1N=C(C2=C(N1)CCS2)NC2(CCC2)C(=O)N